C(C)(=O)NC1=CC=C(C=C1)NC(C1=C(C=CC=C1)S(N(C1=CC=CC=C1)C)(=O)=O)=O N-(4-acetamidophenyl)-2-(N-methyl-N-phenylsulfamoyl)benzamide